N=1NC(N2C1C=1C=CC=NC1C=C2)=O 1,2,4-triazolo[3,4-f][1,6]naphthyridin-3(2H)-one